S1(NC(C2=C1C=CC=C2)=O)(=O)=O benzo[d]isothiazol-3(2H)-one-1,1-dioxide